[Si](C)(C)(C(C)(C)C)OCC1=C(C=C(C=C1)CO)C(F)F (4-(((tert-butyldimethylsilyl)oxy)methyl)-3-(difluoromethyl)phenyl)methanol